1-[4-(3-{[4-(trifluoromethyl)phenyl]amino}pyrazin-2-yl)-3,6-dihydro-2H-pyridin-1-yl]prop-2-en-1-one FC(C1=CC=C(C=C1)NC=1C(=NC=CN1)C=1CCN(CC1)C(C=C)=O)(F)F